4,5-dihydro-1H-pyrazolo[4,3-c]quinolin-6-amine N1N=CC=2CNC3=C(C=CC=C3C21)N